bis(2-methacryloyloxyethyl)phosphorylcholine C(C(=C)C)(=O)OCCP(=O)(CCOC(C(=C)C)=O)OCC[N+](C)(C)C